[13C](\C=C\C(=O)O)(=O)O.C(C)(C)C=1N=C2C=C(C=CC2=C2C=CC=CC12)B1OC(C(O1)(C)C)(C)C 6-isopropyl-3-(4,4,5,5-tetramethyl-1,3,2-dioxaborolan-2-yl)phenanthridine [1-13C]fumarate